FC1=C(C=CC(=C1)C1=NC=CC=C1C)C1=CNC2=NC=C(C=C21)C=2C=CC1=C(CC[C@H](CC1)N1C3COCC1C3)C2 6-[(7S)-2-{3-[2-Fluoro-4-(3-methylpyridin-2-yl)phenyl]-1H-pyrrolo[2,3-b]pyridin-5-yl}-6,7,8,9-tetrahydro-5H-benzo[7]annulen-7-yl]-3-oxa-6-azabicyclo[3.1.1]heptane